1-(4-Formylphenyl)-5-methyl-1H-pyrazole-4-carboxylic acid ethyl ester C(C)OC(=O)C=1C=NN(C1C)C1=CC=C(C=C1)C=O